4-(4-{4-[4-(tert-butoxycarbonylamino-methyl)-phenylcarbamoyl]-2-methyl-benzoylamino}-phenyl)-3,6-dihydro-2H-pyridine-1-carboxylic acid tert-butyl ester C(C)(C)(C)OC(=O)N1CCC(=CC1)C1=CC=C(C=C1)NC(C1=C(C=C(C=C1)C(NC1=CC=C(C=C1)CNC(=O)OC(C)(C)C)=O)C)=O